ClC=1C2=C(N=CN1)NC(=C2)C2CC2 4-chloro-6-cyclopropyl-7H-pyrrolo[2,3-d]pyrimidine